3-(3-Methyl-2-oxo-5-(1-(4-(4,4,5,5-tetramethyl-1,3,2-dioxaborolan-2-yl)phenyl)piperidin-4-yl)-2,3-dihydro-1H-benzo[d]imidazol-1-yl)piperidine-2,6-dione CN1C(N(C2=C1C=C(C=C2)C2CCN(CC2)C2=CC=C(C=C2)B2OC(C(O2)(C)C)(C)C)C2C(NC(CC2)=O)=O)=O